2,4,6-trinitro-3,5-dimethoxypyridine [N+](=O)([O-])C1=NC(=C(C(=C1OC)[N+](=O)[O-])OC)[N+](=O)[O-]